ClCC(=O)C(COCCOCCO)O mono(2-chloroacetyl)-triethyleneglycol